N-(2,4-difluoro-3-(2-propoxypropionylamino)phenyl)benzamide FC1=C(C=CC(=C1NC(C(C)OCCC)=O)F)NC(C1=CC=CC=C1)=O